CC1=CC=C(C(=O)OC2C(OCC2)COC(C2=CC=C(C=C2)C)=O)C=C1 2-(((4-methylbenzoyl)oxy)methyl)tetrahydrofuran-3-yl 4-methylbenzoate